C1(CCCC1)N1COC2=C(C1)C=1C(=C(OC1C=C2)C2=CC=CC=C2)C(=O)O 2-cyclopentyl-8-phenyl-2,3-dihydro-1H-benzofuro[4,5-E][1,3]oxazine-9-carboxylic acid